COCCOCCOC=1C2=C(SC1)C=CS2 3-[2-(2-methoxyethoxy)]ethoxythieno[3,2-B]thiophene